(5S,7R,8R,9S,10S)-7-(hydroxymethyl)-9-(4-(3,4,5-trifluorophenyl)-1H-1,2,3-triazole-1-yl)-1,6-dioxaspiro[4.5]decane-8,10-diol OC[C@H]1O[C@@]2(CCCO2)[C@H]([C@H]([C@H]1O)N1N=NC(=C1)C1=CC(=C(C(=C1)F)F)F)O